OCCCCCCCCN(C(OC(C)(C)C)=O)C tert-butyl N-(8-hydroxyoctyl)-N-methyl-carbamate